IC1=C(C=C(C(=C1)F)I)F 1,4-diiodo-2,5-difluorobenzene